NC[C@@H]1[C@@H]([C@@H]([C@H](C(O1)O)N1CCOCC1)O)O (3R,4R,5R,6R)-6-(aminomethyl)-3-morpholinotetrahydro-2H-pyran-2,4,5-triol